ClC=1C=C(CC2=CC(=C(C=C2C)C(N(C)CC)=N)C)C=C(C1)Cl (4-(3,5-dichlorobenzyl)-2,5-dimethylphenyl)-N-ethyl-N-methylformimidamide